((R)-4-(6-aminopyrazin-2-yl)morpholin-2-yl)(8-chloro-1-methyl-6-(trifluoromethyl)-3,4-dihydroisoquinolin-2(1H)-yl)methanone NC1=CN=CC(=N1)N1C[C@@H](OCC1)C(=O)N1C(C2=C(C=C(C=C2CC1)C(F)(F)F)Cl)C